(5-chloro-6-(4-methylpiperazin-1-yl)pyridin-3-yl)methanol ClC=1C=C(C=NC1N1CCN(CC1)C)CO